FC1=C(C=C(C=C1)F)C1=CC=NC=C1 4-(2,5-difluorophenyl)pyridin